perfluoronaphthalinsulfonat FC1=C(C2=C(C(=C(C(=C2C(=C1F)F)F)F)F)F)S(=O)(=O)[O-]